ClC1=C(C(=CC=C1)F)NC(=O)C1=CC(=C(C=C1O[C@H](C(F)(F)F)C)C=1OC(=C(N1)CC)C(=O)OCC)F (S)-ethyl 2-(4-((2-chloro-6-fluorophenyl)carbamoyl)-2-fluoro-5-((1,1,1-trifluoropropan-2-yl)oxy)phenyl)-4-ethyloxazole-5-carboxylate